S1C=C(C=C1)C=1C2=C(N=CN1)N(C1=C2C=CN=C1)[C@H]1[C@H](O)[C@H](O)[C@H](O1)CO 4-(Thiophen-3-yl)-9-(β-D-ribofuranosyl)-9H-pyrido[4',3':4,5]pyrrolo[2,3-d]pyrimidine